C(C)(C)(C)OC(C(C)NC(=O)C1=C(C=CC=C1OC)N)=O.FC1=C(C=CC(=C1)F)[C@H](C)NC([C@@H](C)N1C(NC2=CC=CC(=C2C1=O)O)=O)=O |o1:33| (R*)-N-[(1S)-1-(2,4-difluorophenyl)ethyl]-2-(5-hydroxy-2,4-dioxo-1H-quinazolin-3-yl)propanamide tert-butyl-2-[(2-amino-6-methoxyphenyl)formamido]propanoate